3-(((7-(8-ethyl-7-fluoro-3-hydroxynaphthalen-1-yl)-8-fluoro-2-(((2R,7aS)-2-fluorotetrahydro-1H-pyrrolizin-7a(5H)-yl)methoxy)pyrido[4,3-d]pyrimidin-4-yl)amino)methyl)pyrrolidin-2-one C(C)C=1C(=CC=C2C=C(C=C(C12)C1=C(C=2N=C(N=C(C2C=N1)NCC1C(NCC1)=O)OC[C@]12CCCN2C[C@@H](C1)F)F)O)F